5-ethylsulfonyl-6-(7-trifluoromethyl-[1,2,4]triazolo[1,5-a]pyridin-2-yl)nicotinic acid methyl ester COC(C1=CN=C(C(=C1)S(=O)(=O)CC)C1=NN2C(C=C(C=C2)C(F)(F)F)=N1)=O